trimethylbenzo[b][1,4]benzothiazepine-3-carboxamide CC1=C(C(=C(C=2C=NC3=C(SC21)C=CC=C3)C)C)C(=O)N